2-nitro-3-methylbenzoic acid [N+](=O)([O-])C1=C(C(=O)O)C=CC=C1C